(4-chlorophenyl)-4-{3-(4-chlorophenyl)-1-[2-(4-morpholinyl)ethyl]ureido}-3-methylbenzamide ClC1=CC=C(C=C1)C1=C(C(=O)N)C=CC(=C1C)N(C(=O)NC1=CC=C(C=C1)Cl)CCN1CCOCC1